2-oxotetrahydrothiophene-3-carboxylic acid O=C1SCCC1C(=O)O